3-(3-bromophenyl)sulfonyl-cyclobutanol BrC=1C=C(C=CC1)S(=O)(=O)C1CC(C1)O